N-((2S,3S,5S)-3,5-dihydroxyoctadecane-2-yl)acetamide O[C@H]([C@H](C)NC(C)=O)C[C@H](CCCCCCCCCCCCC)O